NCC(=O)N[C@H]1CC[C@@]2([C@H]3CC[C@@]4([C@H](CC[C@@]4([C@@H]3CC[C@@H]2C1)O)C=1COC(C1)=O)C)C 2-amino-N-((3S,5R,8R,9S,10S,13R,14S,17R)-14-hydroxy-10,13-dimethyl-17-(5-oxo-2,5-dihydrofuran-3-yl)hexadecahydro-1H-cyclopenta[a]phenanthren-3-yl)acetamide